OC[C@@]1(N2C[C@H]([C@](C1=O)(CC2)C)C(F)(F)F)COC (1S,2R,4R,5S)-2-(hydroxymethyl)-2-(methoxymethyl)-4-methyl-5-(trifluoromethyl)quinuclidin-3-one